NCC(CN1C(CCC1)=O)O 1-(3-amino-2-hydroxypropyl)pyrrolidin-2-one